FC(C1=CC=C2C(=N1)NC(=N2)C2=CC=CC=C2)F 5-(Difluoromethyl)-2-phenyl-3H-imidazo[4,5-b]pyridin